FC1(CCC(CC1)N1C(N(C(C1)C#N)C1=CN=CC2=CC=CC=C12)=O)F (4,4-Difluorocyclohexyl)-3-(isoquinolin-4-yl)-2-oxoimidazoline-4-carbonitrile